5-(4-bromophenyl)-1-((3-chlorophenyl)sulfonyl)-3-(4-fluorophenyl)-4,5-dihydro-1H-pyrazole BrC1=CC=C(C=C1)C1CC(=NN1S(=O)(=O)C1=CC(=CC=C1)Cl)C1=CC=C(C=C1)F